3-[7-nitro-3-(ethoxycarbonyl)-2-methylquinolin-4-yl]propanoic acid [N+](=O)([O-])C1=CC=C2C(=C(C(=NC2=C1)C)C(=O)OCC)CCC(=O)O